(p-methyl-benzenesulfonyl)-1,2-diphenyl-ethylenediamine CC1=CC=C(C=C1)S(=O)(=O)NC(C(N)C1=CC=CC=C1)C1=CC=CC=C1